[3-(1H-imidazol-2-yl)pyrrolidin-1-yl]methanone N1C(=NC=C1)C1CN(CC1)C=O